5-(4-(3-(5-oxo-5,6-dihydro-1,6-naphthyridin-7-yl)propyl)piperazin-1-yl)picolinonitrile O=C1C=2C=CC=NC2C=C(N1)CCCN1CCN(CC1)C=1C=CC(=NC1)C#N